3-(1H-pyrazol-1-yl)propanoic acid ethyl ester C(C)OC(CCN1N=CC=C1)=O